benzyl 1,2,3,3a,4,6,7,7a-octahydropyrrolo[3,2-c]pyridine-5-carboxylate N1CCC2CN(CCC21)C(=O)OCC2=CC=CC=C2